C(C)C1=C(C(=NN1)C(=O)NC1=CC=C(C=C1)[C@H]1CNCCO1)C 5-ethyl-4-methyl-N-[4-[(2S)-morpholin-2-yl]phenyl]-1H-pyrazole-3-carboxamide